S(=O)(=O)(OC[C@H]1CO1)C1=CC=C(C)C=C1 (r)-glycidyl tosylate